[O-]CCC.[O-]CCC.[O-]CCC.[O-]CCC.[Ti+4] titanium tetrakis(n-propoxide)